C(C=1C(C(=O)O)=CC(C(=O)O)=CC1)(=O)OC(C(=C)C)=O methacrylic acid trimellitic anhydride